C(C1=CC=CC=C1)OC=1C=C2CCN(C(C2=CC1OC)CCC1=CNC2=CC=C(C=C12)OC)CC1CCOCC1 6-(benzyloxy)-7-methoxy-1-(2-(5-methoxy-1H-indol-3-yl)ethyl)-2-((tetrahydro-2H-pyran-4-yl)methyl)-1,2,3,4-tetrahydroisoquinoline